FC1=C(C=C(C=N1)C=1C=CC=2C3=C(N(C2C1)C)C=CN=C3)C 7-(6-Fluoro-5-methylpyridin-3-yl)-5-methyl-5H-pyrido[4,3-b]indole